(5-(1-ethyl-6,6-dimethyl-4,5,6,7-tetrahydro-1H-indazol-3-yl)-1,2,4-oxadiazol-3-yl)-1,2,3,4-tetrahydroquinoline-6-carbaldehyde C(C)N1N=C(C=2CCC(CC12)(C)C)C1=NC(=NO1)N1CCCC2=CC(=CC=C12)C=O